(13R)-12-chloro-11-fluoro-5,13-dimethyl-6,7-dihydro-13H-1,15-ethenopyrazolo[4,3-f][1,10,4,8]benzodioxadiazacyclotridecin-4(5H)-one ClC1=C(C=CC2=C1[C@H](OC1=NC3=C(C(N(CCO2)C)=O)C=NN3C=C1)C)F